BrC=1C=C(C=CC1)C1(OCCO1)C1=CC=CC=C1 2-(3-bromophenyl)-2-phenyl-1,3-dioxolan